N-(3-nitro-4-((tetrahydro-2H-pyran-4-yl)methylamino)phenylsulfonyl)benzamide [N+](=O)([O-])C=1C=C(C=CC1NCC1CCOCC1)S(=O)(=O)NC(C1=CC=CC=C1)=O